FC(C=1C=C(C(=O)N[C@@H](C)C2=NC(=NN2C=2SC(=CN2)C(=O)N)C)C=C(C1)C(F)(F)F)(F)F 2-(5-{(1S)-1-[3,5-bis(trifluoromethyl)benzoylamino]ethyl}-3-methyl-1H-1,2,4-triazol-1-yl)-1,3-thiazole-5-carboxamide